4-((2-aminoethyl)amino)-N-(4-(2-(4-methoxyphenyl)propan-2-yl)thiazol-2-yl)benzamide NCCNC1=CC=C(C(=O)NC=2SC=C(N2)C(C)(C)C2=CC=C(C=C2)OC)C=C1